trans-3-fluoro-5-[(3S)-2-[4-[(8-fluoro-2-methyl-[1,2,4]triazolo[1,5-a]pyridin-6-yl)methyl]cyclohexanecarbonyl]isoxazolidin-3-yl]benzonitrile FC=1C=C(C#N)C=C(C1)[C@H]1N(OCC1)C(=O)[C@@H]1CC[C@H](CC1)CC=1C=C(C=2N(C1)N=C(N2)C)F